(4S)-4-[[(2S)-2-[[(2R)-2-(9H-fluoren-9-ylmethoxycarbonyl-amino)-4-methyl-pentanoyl]amino]propionyl]amino]-5-[4-(hydroxymethyl)anilino]-5-oxo-pentanoic acid tert-butyl ester C(C)(C)(C)OC(CC[C@@H](C(=O)NC1=CC=C(C=C1)CO)NC([C@H](C)NC([C@@H](CC(C)C)NC(=O)OCC1C2=CC=CC=C2C=2C=CC=CC12)=O)=O)=O